rac-(3S)-1-[6-[2-(5-fluoro-6-methyl-2-pyridyl)imidazo[1,2-a]pyridin-3-yl]-1,5-naphthyridin-3-yl]-N,N-dimethyl-pyrrolidin-3-amine FC=1C=CC(=NC1C)C=1N=C2N(C=CC=C2)C1C=1N=C2C=C(C=NC2=CC1)N1C[C@H](CC1)N(C)C |r|